4-bromo-4'-chloro-[1,1'-biphenyl]-2-ol BrC=1C=C(C(=CC1)C1=CC=C(C=C1)Cl)O